2-(6-bromo-4-chloro-3-quinolinyl)oxazole BrC=1C=C2C(=C(C=NC2=CC1)C=1OC=CN1)Cl